Cl.NC=1C=CC(=C(C1)C1=CN(C(C2=CC=CC=C12)=O)C)F 4-(5-amino-2-fluorophenyl)-2-methylisoquinolin-1-one hydrochloride